O1C(=CC=C1)C(C(=O)O)=O (2-FURYL)GLYOXYLIC ACID